N-[5-[1-[[3,5-bis(trifluoromethyl)benzoyl]amino]ethyl]-1-pyrimidin-2-yl-1,2,4-triazol-3-yl]-N-methyl-carbamic acid tert-butyl ester C(C)(C)(C)OC(N(C)C1=NN(C(=N1)C(C)NC(C1=CC(=CC(=C1)C(F)(F)F)C(F)(F)F)=O)C1=NC=CC=N1)=O